4-(5-bromopyridine-2-yl)piperazine-1-carboxylic acid-2-methylpropan-2-yl ester CC(C)(C)OC(=O)N1CCN(CC1)C1=NC=C(C=C1)Br